1-(11Z-eicosenyl)-2-(8Z,11Z,14Z,17Z-eicosatetraenoyl)-sn-glycero-3-phosphocholine CCCCCCCC/C=C\CCCCCCCCCCOC[C@H](COP(=O)([O-])OCC[N+](C)(C)C)OC(=O)CCCCCC/C=C\C/C=C\C/C=C\C/C=C\CC